O[C@@H]1CN(CC1)CCNC(=O)C1=CC=CN2C1=NC=1C3=C(C=CC1C2=O)C=CC=C3 (S)-N-(2-(3-hydroxypyrrolidin-1-yl)ethyl)-7-oxo-7H-benzo[h]pyrido[2,1-b]quinazoline-12-carboxamide